5-(2-fluoro-3-(1-(2-fluorophenyl)-1H-imidazol-4-yl)-6-hydroxyphenyl)-1,2,5-thiadiazolidin-3-one 1,1-dioxide FC1=C(C(=CC=C1C=1N=CN(C1)C1=C(C=CC=C1)F)O)N1CC(NS1(=O)=O)=O